The molecule is an epoxy(hydroxy)icosatrienoate that is the conjugate base of 5,6-epoxy-20-hydroxy-(8Z,11Z,14Z)-eicosatrienoic acid arising from deprotonation of the carboxylic acid function; major species at pH 7.3. It is an omega-hydroxy fatty acid anion, an icosanoid anion, a polyunsaturated fatty acid anion and a hydroxy fatty acid anion. It derives from a 5,6-EET(1-). It is a conjugate base of a 5,6-epoxy-20-hydroxy-(8Z,11Z,14Z)-icosatrienoic acid. C(CC/C=C\\C/C=C\\C/C=C\\CC1C(O1)CCCC(=O)[O-])CCO